(2-(2-ethoxyethyloxy)ethyl) phenyl carbonate C(OCCOCCOCC)(OC1=CC=CC=C1)=O